5-[3,4-Dicarboxy-5-[4-[(E)-3-oxo-3-phenylprop-1-enyl]phenoxy]phenyl]-3-[4-[(E)-3-oxo-3-phenylprop-1-enyl]phenoxy]phthalic acid C(=O)(O)C=1C=C(C=C(C1C(=O)O)OC1=CC=C(C=C1)\C=C\C(C1=CC=CC=C1)=O)C1=CC(=C(C(C(=O)O)=C1)C(=O)O)OC1=CC=C(C=C1)\C=C\C(C1=CC=CC=C1)=O